FC(C(C(F)(F)F)OCOCF)(F)F 1,1,1,3,3,3-hexafluoro-2-fluoromethoxymethoxypropane